O=C1C=C(C(=CN1)C(=O)N)C(F)(F)F 6-oxo-4-(trifluoromethyl)-1H-pyridin-3-carboxamid